NC=1C=C(C=CC1S)[C@@H]1N(C[C@H](CC1)C)C(=O)OCC=C Allyl (2R,5S)-2-(3-amino-4-sulfanyl-phenyl)-5-methyl-piperidine-1-carboxylate